CN1C(C2=CC=C(C=C2C=C1)N1CCC(CC1)C1CCN(CC1)C(=O)OC(C)(C)C)=O tert-butyl 1'-(2-methyl-1-oxo-1,2-dihydroisoquinolin-6-yl)-4,4'-bipiperidine-1-carboxylate